N-((cis)-4-((7-morpholinoquinoxalin-5-yl)oxy)cyclohexyl)pyrimidin-2-amine O1CCN(CC1)C1=CC(=C2N=CC=NC2=C1)O[C@H]1CC[C@H](CC1)NC1=NC=CC=N1